(S)-N-(8,9-difluoro-6-oxo-1,4,5,6-tetrahydro-2H-pyrano[3,4-c]isoquinolin-1-yl)-N-methyl-3-(methylsulfonamido)benzamide FC=1C(=CC=2C3=C(NC(C2C1)=O)COC[C@H]3N(C(C3=CC(=CC=C3)NS(=O)(=O)C)=O)C)F